methanol, tetrahydrate O.O.O.O.CO